(E)-6-(6-(2-(5-cyclopropyl-3-(3,5-dichloropyridin-4-yl)isoxazol-4-yl)vinyl)-3-azabicyclo[3.1.0]hex-3-yl)-4-(trifluoromethyl)quinoline-2-carboxylic acid C1(CC1)C1=C(C(=NO1)C1=C(C=NC=C1Cl)Cl)/C=C/C1C2CN(CC12)C=1C=C2C(=CC(=NC2=CC1)C(=O)O)C(F)(F)F